(S)-di-tert-butyl (6-(3-(2-(dimethylamino)ethyl)-5-methoxy-1H-indol-1-yl)-6-oxohexane-1,5-diyl)dicarbamate CN(CCC1=CN(C2=CC=C(C=C12)OC)C([C@H](CCCCNC(OC(C)(C)C)=O)NC(OC(C)(C)C)=O)=O)C